(1r,3r)-3-(4-methyl-5-(trifluoromethyl)-1H-pyrazol-1-yl)cyclobutyl ((2-(2,6-dioxopiperidin-3-yl)-4-fluoro-3-oxoisoindolin-5-yl)methyl)carbamate O=C1NC(CC[C@H]1N1CC2=CC=C(C(=C2C1=O)F)CNC(OC1CC(C1)N1N=CC(=C1C(F)(F)F)C)=O)=O